5-[(4-methoxybenzyl)methylamino]-2-(pyridin-2-yl)-4,5,6,7-tetrahydro-2H-indazol-3-ol COC1=CC=C(CN(C2CC3=C(N(N=C3CC2)C2=NC=CC=C2)O)C)C=C1